(2e)-decenoic acid ethyl ester C(C)OC(\C=C\CCCCCCC)=O